3,3'-(1,4-phenylene)bis[1-(4-t-butoxyphenyl)-1,3-propanedione] C1(=CC=C(C=C1)C(CC(=O)C1=CC=C(C=C1)OC(C)(C)C)=O)C(CC(=O)C1=CC=C(C=C1)OC(C)(C)C)=O